N-(cyclobutylmethyl)-4-(6-(2,6-dihydroxy-3-nitrobenzoyl)pyrazolo[1,5-a]pyrimidin-2-yl)benzamide C1(CCC1)CNC(C1=CC=C(C=C1)C1=NN2C(N=CC(=C2)C(C2=C(C(=CC=C2O)[N+](=O)[O-])O)=O)=C1)=O